2-((1,5-dimethyl-1H-indol-2-yl)methyl)-5-phenyl-2,7-naphthyridin-1(2H)-one CN1C(=CC2=CC(=CC=C12)C)CN1C(C2=CN=CC(=C2C=C1)C1=CC=CC=C1)=O